4-methyl-N-(4-phenylbut-3-yn-1-yl)benzenesulfonamide CC1=CC=C(C=C1)S(=O)(=O)NCCC#CC1=CC=CC=C1